CC=1C(=C2C=NN(C2=CC1)C1OCCCC1)OC1=NC=CC=C1 ((5-methyl-1-(tetrahydro-2H-pyran-2-yl)-1H-indazol-4-yl)oxy)pyridine